3-(cyclopropylmethoxy)-4-(difluoromethoxy)-N-[(1r,3s)-3-{[2-(trifluoromethyl)quinolin-4-yl]amino}cyclohexyl]benzamide C1(CC1)COC=1C=C(C(=O)N[C@H]2C[C@H](CCC2)NC2=CC(=NC3=CC=CC=C23)C(F)(F)F)C=CC1OC(F)F